FC(C1=CC=CC=2N1N=C(C2)[C@H]2N(CCC1=C2N=CN1)C(=O)C=1OC(=NN1)C(C)C)F (S)-(4-(7-(difluoromethyl)pyrazolo[1,5-a]pyridin-2-yl)-6,7-dihydro-1H-imidazo[4,5-c]pyridin-5(4H)-yl)(5-isopropyl-1,3,4-oxadiazol-2-yl)methanone